racemic-cis-3-isobutyl-5-(4-(trifluoromethyl)phenyl)morpholine C(C(C)C)[C@@H]1N[C@@H](COC1)C1=CC=C(C=C1)C(F)(F)F |r|